3,3'-dichloro-4,5'-diaminobiphenyl ClC=1C=C(C=CC1N)C1=CC(=CC(=C1)N)Cl